1-(6-Chloro-3-(4-(cyclohexylcarbonyl)piperazine-1-carbonyl)benzyl)quinazoline-2,4(1H,3H)-dione ClC1=CC=C(C=C1CN1C(NC(C2=CC=CC=C12)=O)=O)C(=O)N1CCN(CC1)C(=O)C1CCCCC1